COCOC1=C(C2=CC=CC=C2C=C1B(O)O)C1=C(C(=CC2=CC=CC=C12)B(O)O)OCOC 2,2'-bis(methoxymethoxy)-1,1'-binaphthyl-3,3'-diboronic acid